C(C)(C)(C)OC(=O)N1C[C@H](CC1)N1C(N(C=2C1=NC=CC2)C2=CC=C(C=C2)C2=CC=C(C=C2)OC(F)(F)F)=O (S)-3-(2-oxo-1-(4'-(trifluoromethoxy)-[1,1'-biphenyl]-4-yl)-1,2-dihydro-3H-imidazo[4,5-b]pyridin-3-yl)pyrrolidine-1-carboxylic acid tert-butyl ester